ClCC(=O)C=1SCC(C1)(Br)Br 2-chloro-1-(4,4-dibromo-thiophen-2-yl)-ethanone